CC=1N=C(SC1)C dimethyl-1,3-thiazol